NCC(=O)OC(=O)N1C(CN(CC1)CC1=CC=C(C=C1)C(NC=1SC2=C(N1)C=CC=C2)=O)CCCC butyl-(4-(4-(benzo[d]thiazol-2-ylcarbamoyl) benzyl) piperazine-1-carbonyl) glycinate